C(CC\C=C/C=C/C)O (4Z,6E)-octa-4,6-dien-1-ol